NC1=NC=2C=CC(=CC2C2=C1N=C(N2CC2=C(C=CC(=C2)O)O)CCCC)CCCCCN 2-((4-amino-8-(5-aminopentyl)-2-butyl-1H-imidazo[4,5-c]quinolin-1-yl)methyl)benzene-1,4-diol